FC1=CC=CC2=C1N=C(S2)[C@H]2N(CCC1=C2N=CN1)C(=O)C1=NC=NN1C(C)C (S)-(4-(4-fluorobenzo[d]thiazol-2-yl)-6,7-dihydro-1H-imidazo[4,5-c]pyridin-5(4H)-yl)(1-isopropyl-1H-1,2,4-triazol-5-yl)methanone